NC1CCC(CC1)CC1(CC=C(N=C1C)NC(C)(C)C)N 5-(((1r,4r)-4-aminocyclohexyl)methyl)-N2-(tert-butyl)-6-methylpyridine-2,5-diamine